NC=1C(=NC=C(N1)N1CCC(CC1)(C)CN)SC=1C(=C(C(=O)NS(=O)(=O)C=2C=NC=CC2)C=CC1)Cl 3-((3-amino-5-(4-(aminomethyl)-4-methylpiperidin-1-yl)pyrazin-2-yl)thio)-2-chloro-N-(pyridin-3-ylsulfonyl)benzamide